2-(2,6-Dioxo-3-piperidyl)-4-[[3-(4-piperidylmethoxy)cyclobutyl]amino]isoindoline-1,3-dione O=C1NC(CCC1N1C(C2=CC=CC(=C2C1=O)NC1CC(C1)OCC1CCNCC1)=O)=O